[7-[4-(1,2-dimethylimidazol-4-yl)phenyl]pyrazolo[1,5-a]pyridin-3-yl]-(1-piperidyl)methanone CN1C(=NC(=C1)C1=CC=C(C=C1)C1=CC=CC=2N1N=CC2C(=O)N2CCCCC2)C